O=C(C(C(C)=O)N=NC1=C(C(=O)O)C=CC=C1)NC1=CC2=C(NC(N2)=O)C=C1 2-[[1,3-dioxo-1-[(2-oxo-1,3-dihydrobenzimidazol-5-yl)amino]butan-2-yl]diazenyl]benzoic acid